decanesulfinic acid C(CCCCCCCCC)S(=O)O